The molecule is a diamino-1,3,5-triazine that is 1,3,5-triazine substituted by a [1-(3,5-dimethylphenoxy)propan-2-yl]nitrilo group, amino group and 2-fluoropropan-2-yl group at positions 2,4 and 6, respectively. It is a diamino-1,3,5-triazine, an organofluorine compound, a secondary amino compound and an aromatic ether. CC1=CC(=CC(=C1)OCC(C)NC2=NC(=NC(=N2)N)C(C)(C)F)C